6-(6-cyclopentyl-1H-pyrrolo[2,3-b]pyridin-3-yl)-1-isopropyl-2-methyl-1H-imidazo[4,5-b]pyridine C1(CCCC1)C1=CC=C2C(=N1)NC=C2C=2C=C1C(=NC2)N=C(N1C(C)C)C